FC1(CC(C1)C(O)C1=CC=2C(=NC(=CC2)C2=CC3=CN(N=C3C=C2)C(C)C)S1)F (3,3-difluorocyclobutyl)(6-(2-(2-propanyl)-2H-indazol-5-yl)thieno[2,3-b]pyridin-2-yl)methanol